2-(2,6-dioxo-3-piperidyl)-5-[4-[[4-[[1-[6-[5-(1-methylcyclopropoxy)-1H-indazol-3-yl]pyrimidin-4-yl]azetidin-3-yl]methyl]-1-piperidyl]methyl]-1-piperidyl]isoindoline-1,3-dione O=C1NC(CCC1N1C(C2=CC=C(C=C2C1=O)N1CCC(CC1)CN1CCC(CC1)CC1CN(C1)C1=NC=NC(=C1)C1=NNC2=CC=C(C=C12)OC1(CC1)C)=O)=O